CN1N=CC(=C1)C=1C=C(C=2N(C1)N=CC2C#N)C=2C=NC(=CC2)N2CC1N(C(C2)C1)C(CCC1=CC=CC=C1)=O 6-(1-methyl-1H-pyrazol-4-yl)-4-(6-(6-(3-phenylpropionyl)-3,6-diazabicyclo[3.1.1]heptan-3-yl)pyridin-3-yl)pyrazolo[1,5-a]pyridine-3-carbonitrile